(12R)-20-Amino-6-(trifluoromethyl)-22-oxa-3,4,16,21-tetraazatetracyclo[15.3.1.12,5.012,16]docosa-1(21),2,4,17,19-pentaen-6-ol NC1=CC=C2N3CCC[C@H]3CCCCCC(C3=NN=C(C1=N2)O3)(O)C(F)(F)F